[NH3+]C(C(=O)[O-])CCCCNC(CN=[N+]=[N-])=O 2-ammonio-6-(2-azidoacetamido)hexanoate